1,3,9-triazaspiro[4.5]decane-2,4-dione N1C(NC(C12CCCNC2)=O)=O